N-[(5-chloro-4-methylpyridin-3-yl)methyl]-6-(difluoromethoxy)-5-fluoropyridine-3-carboxamide ClC=1C(=C(C=NC1)CNC(=O)C=1C=NC(=C(C1)F)OC(F)F)C